1-[6-chloro-3-(4-hydroxyoxolan-2-yl)pyridin-2-yl]-5-methylpyrazole-3-carbonitrile ClC1=CC=C(C(=N1)N1N=C(C=C1C)C#N)C1OCC(C1)O